2-(4-{[(3R)-1-ethylpiperidin-3-yl]amino}pyrrolo[1,2-d][1,2,4]triazin-1-yl)-3-fluoro-5-(trifluoromethyl)phenol C(C)N1C[C@@H](CCC1)NC1=NN=C(C=2N1C=CC2)C2=C(C=C(C=C2F)C(F)(F)F)O